C(C)(C)OCCN1C=NC2=CC=CC=C2C1=O 3-(2-isopropoxyethyl)quinazolin-4(3H)-one